methyl 3-(N-(1-(1-(naphthalen-1-yl)ethyl)piperidin-4-yl)-N-(2-oxo-2-((2-oxo-2-(prop-2-yn-1-ylamino)ethyl)amino)ethyl)sulfamoyl)propanoate C1(=CC=CC2=CC=CC=C12)C(C)N1CCC(CC1)N(S(=O)(=O)CCC(=O)OC)CC(NCC(NCC#C)=O)=O